ClC1=CC2=C(C=N1)N=NN2CC=2N=C1N(C=C(C=C1N1C(N(C(C1)=O)C)=O)C1CC1)C2 1-(2-((6-chloro-1H-[1,2,3]triazolo[4,5-c]pyridin-1-yl)methyl)-6-cyclopropylimidazo[1,2-a]pyridin-8-yl)-3-methylimidazolidine-2,4-dione